FC1=CC=C(C=C1)[C@@H](C)OC1=C(C=CC(=C1)NS(=O)(=O)CC(F)(F)F)C1=NNC(=C1C(=O)N)NC1=NC=CN=C1 3-{2-[(1R)-1-(4-fluorophenyl)ethoxy]-4-(2,2,2-trifluoroethanesulfonamido)phenyl}-5-[(pyrazin-2-yl)amino]-1H-pyrazole-4-carboxamide